C12C(C3CC(CC(C1)C3)C2)N 2-adamantylamine